OC1=C(C2=CC(=CC=C2C=C1)C=1C=C(C=CC1)C)C1=C(OC(C2=CC=CC=C12)=O)C1=NC=C(C=C1)C 4-(2-hydroxy-7-(m-tolyl)naphthalen-1-yl)-3-(5-methylpyridin-2-yl)-1H-isochromen-1-one